ClC=1C2=CN(N=C2C=CC1C1=CNC=2N=C(N(C(C21)=O)C)N2CCC1(CCCN1)CC2)C 5-(4-Chloro-2-methyl-2H-indazol-5-yl)-3-methyl-2-(1,8-diazaspiro[4.5]decan-8-yl)-3,7-dihydro-4H-pyrrolo[2,3-d]pyrimidin-4-one